FC12CC(C1)(C2)C=CCCCCCC(=O)O 8-(3-fluorobicyclo[1.1.1]pentan-1-yl)oct-7-enoic acid